C[Si](CCOCN1N=CC=2C1=NC=CC2B(O)O)(C)C (1-((2-(trimethylsilyl)ethoxy)methyl)-1H-pyrazolo[3,4-b]pyridin-4-yl)boronic acid